4-[(4-ethynylphenyl)methylene]-1-[2-(morpholin-4-yl)ethyl]-2-phenyl-4,5-dihydro-1H-imidazol-5-one C(#C)C1=CC=C(C=C1)C=C1N=C(N(C1=O)CCN1CCOCC1)C1=CC=CC=C1